N-pyrrolidinylpyridine N1(CCCC1)N1CC=CC=C1